The molecule is an anionic phospholipid that is the conjugate base of (S,S)-2-oleoylglycero-1-phospho-1'-glycerol obtained by deprotonation of the phosphate OH group; major species at pH 7.3. It is a conjugate base of a (S,S)-2-oleoylglycero-1-phospho-1'-glycerol. It is an enantiomer of a (R,R)-2-oleoylglycero-1-phospho-1'-glycerol(1-). CCCCCCCC/C=C\\CCCCCCCC(=O)O[C@@H](CO)COP(=O)([O-])OC[C@H](CO)O